1-Ethyl-1-heptylpiperidinium bis(trifluoromethanesulfonyl)imide salt [N-](S(=O)(=O)C(F)(F)F)S(=O)(=O)C(F)(F)F.C(C)[N+]1(CCCCC1)CCCCCCC